1-(4,4-difluoro-1-methylpyrrolidin-3-yl)-8-fluoro-2-[(4-methyl-1H-1,2,3-triazol-1-yl)methyl]-1H-imidazo[4,5-c]quinoline FC1(C(CN(C1)C)N1C(=NC=2C=NC=3C=CC(=CC3C21)F)CN2N=NC(=C2)C)F